C(C)(C)C=1N=NN(C1)CC(=O)NC1=CC=C(C=C1)C1=NC=NC2=CC(=C(C=C12)OC)OCC1CCNCC1 2-(4-isopropyl-1H-1,2,3-triazole-1-yl)-N-(4-(6-methoxy-7-(piperidin-4-ylmethoxy)quinazolin-4-yl)phenyl)acetamide